OC1=CC=C(C=C1)/C=C/C(=O)C1=CC=C(OCC(=O)N(C)C)C=C1 2-[4-[(E)-3-(4-Hydroxyphenyl)prop-2-enoyl]phenoxy]-N,N-dimethylacetamide